4-(CYCLOHEXYLOXY)-1-[6-(2-HYDROXYPHENYL)PYRIDAZIN-4-YL]PIPERIDINE-4-CARBOXYLIC ACID C1(CCCCC1)OC1(CCN(CC1)C1=CN=NC(=C1)C1=C(C=CC=C1)O)C(=O)O